lithium dipropylene glycol isophthalate C(C1=CC(C(=O)[O-])=CC=C1)(=O)[O-].CC(COC(C)CO)O.[Li+].[Li+]